CC12C(CC(CC1)C2(C)C)SC[C@H](N)C(=O)OCC2=CC=CC=C2 benzyl S-(1,7,7-trimethyl bicyclo[2.2.1]heptan-2-yl)cysteinate